C1(CC1)OC=1C(=CC2=C(N=C(N=C2)NC=2C(=CC(=C(C2)NC(C=C)=O)N2C[C@@H]3CN(C[C@@H]3C2)C)OC)N1)OC1=C(C=C(C=C1)F)F N-(5-((7-cyclopropoxy-6-(2,4-difluorophenoxy)pyrido[2,3-d]pyrimidin-2-yl)amino)-4-methoxy-2-((3aR,6aS)-5-methylhexahydropyrrolo[3,4-c]pyrrol-2(1H)-yl)phenyl)acrylamide